(E)-N-(4-(1-(4-(1-(8-(2-(2,6-dioxopiperidin-3-yl)-1-oxoisoindoline-4-yl)oct-7-yn-1-yl)piperidin-4-yl)benzoyl)piperidin-4-yl)butyl)-3-(pyridin-3-yl)acrylamide O=C1NC(CCC1N1C(C2=CC=CC(=C2C1)C#CCCCCCCN1CCC(CC1)C1=CC=C(C(=O)N2CCC(CC2)CCCCNC(\C=C\C=2C=NC=CC2)=O)C=C1)=O)=O